ClC1=C2N(C=3C=CC(=CC13)O)CCC2 9-chloro-2,3-dihydro-1H-pyrrolo[1,2-a]indol-7-ol